FC(OC1=CC=C(C=C1)N1C(C(=CC2=C1N=C(N=C2)SC)C2=CC=C(C=C2)OC)=O)F 8-(4-(difluoromethoxy)phenyl)-6-(4-methoxyphenyl)-2-(methylthio)pyrido[2,3-d]pyrimidin-7(8H)-one